1-n-butyl-1-methylpiperidinium tetrafluoroborate F[B-](F)(F)F.C(CCC)[N+]1(CCCCC1)C